The molecule is a 3beta-hydroxy steroid having an ent-dammarane skeleton with a double bond at C-24 and a Z-double bond at C-17(20). It has a role as a metabolite. It is a 3beta-hydroxy steroid, a tetracyclic triterpenoid and a 3beta-hydroxy-4,4-dimethylsteroid. It derives from a hydride of a protostane. CC(=CCC/C(=C\\1/CC[C@]2([C@H]1CC[C@@H]3[C@@]2(CC[C@@H]4[C@@]3(CC[C@@H](C4(C)C)O)C)C)C)/C)C